C1(=CC(=CC=C1)C=1N=NN(C1)C1=C(C=CC=C1)C)C (m-tolyl)-1-tolyl-1H-1,2,3-triazole